CN1C(C(=C(C=C1)[O-])NC(N[C@@H](CC(=O)[O-])C1=CC=C(C=C1)OC1=C(C=CC=C1)C)=O)=O.[Na+].[Na+] sodium (S)-3-(3-(1-methyl-4-oxido-2-oxo-1,2-dihydropyridin-3-yl)ureido)-3-(4-(o-tolyloxy) phenyl)propanoate